(3R,4R)-1-cyclohexyl-4-{[5-(2,4-difluoro-phenyl)-isoxazole-3-carbonyl]-amino}-piperidine-3-carboxylic acid (2-methanesulfonyl-1,1-dimethyl-ethyl)-amide CS(=O)(=O)CC(C)(C)NC(=O)[C@@H]1CN(CC[C@H]1NC(=O)C1=NOC(=C1)C1=C(C=C(C=C1)F)F)C1CCCCC1